ClC=1C=C2C3=C(NC2=CC1)C(=NC=C3)C=C 6-chloro-1-vinyl-9H-pyrido[3,4-b]indole